N-[3-chloro-4-[[[2-(methylamino)-6-pyridin-2-ylpyrimidin-4-yl]amino]methyl]phenyl]methanesulfonamide ClC=1C=C(C=CC1CNC1=NC(=NC(=C1)C1=NC=CC=C1)NC)NS(=O)(=O)C